2,3-dihydropyrido[2,3-f][1,4]oxazepine O1CCN=CC2=C1C=CC=N2